CN(S(=O)(=O)C=1C=NC=NC1)C(C(F)(F)F)C1=CC=C(C=C1)C(F)(F)F N-methyl-N-(2,2,2-trifluoro-1-(4-(trifluoromethyl)phenyl)ethyl)pyrimidine-5-sulfonamide